C[NH+](CCCCCCCCCCCCCCCCCC)C diMethyl-octadecyl-ammonium